ClC1=NC=C(C=N1)C=1N(C(C=CN1)C1=CC=C(C=C1)Cl)[C@H](CO)C 2'-Chloro-6-(4-chlorophenyl)-N-[(2S)-1-hydroxypropan-2-yl][2,5'-bipyrimidin]